3-[4-iodophenyl]-5-(4-nitrobenzyl)-2H-tetrazolium hydrochloride Cl.IC1=CC=C(C=C1)N1N[NH2+]C(=N1)CC1=CC=C(C=C1)[N+](=O)[O-]